((4-chlorophenyl)sulfonyl)-5,5-diphenyl-4,5-dihydro-isoxazole-3-carboxamide ClC1=CC=C(C=C1)S(=O)(=O)C1C(=NOC1(C1=CC=CC=C1)C1=CC=CC=C1)C(=O)N